C(OC[C@H]1O[C@@]([C@@H]([C@@H]1O)O)(C#N)C1=CC=C2C(=NC=NN21)N)(OC2C[C@H]1CC[C@@H](C2)N1C)=O ((2R,3S,4R,5R)-5-(4-aminopyrrolo[2,1-f][1,2,4]triazin-7-yl)-5-cyano-3,4-dihydroxytetrahydrofuran-2-yl)methyl ((1R,3r,5S)-8-methyl-8-azabicyclo[3.2.1]octan-3-yl) carbonate